(6-methoxy-pyridin-3-ylmethyl)[5-(7H-pyrrolo[2,3-d]pyrimidin-5-ylmethyl)-pyrimidin-2-yl]-amine COC1=CC=C(C=N1)CNC1=NC=C(C=N1)CC1=CNC=2N=CN=CC21